BrC1=C(C(=CC=C1)F)NC1=NC=CC(=N1)C N-(2-bromo-6-fluorophenyl)-4-methylpyrimidin-2-amine